6-Amino-1-methyl-2-azaadamantane NC1C2CC3NC(CC1C3)(C2)C